C(C)(=O)OC1CN(CCC1)S(=O)(=O)C 1-methanesulfonylpiperidin-3-yl acetate